FC1(C(=O)OC)C(C(=CC=C1)F)F methyl 1,2,3-trifluorobenzoate